BrC=1C(=CC(=NC1)C1=CC=C2N1N=CC(=C2)C#N)NC(C)C 7-{5-Bromo-4-[(propan-2-yl)amino]pyridin-2-yl}pyrrolo[1,2-b]pyridazine-3-carbonitrile